6-(4-fluorophenyl)-3-hydrazino-4-methylpyridazine FC1=CC=C(C=C1)C1=CC(=C(N=N1)NN)C